C(C)(=O)C1=C(C(=NN1C1=CC=C(C=C1)OC(F)F)C)C(=O)NC1=CC(=CC=C1)C(C)(F)F 5-acetyl-N-(3-(1,1-difluoroethyl)phenyl)-1-(4-(difluoromethoxy)phenyl)-3-methyl-1H-pyrazole-4-carboxamide